[SiH3]C1=CC=C(C2=C1OC1=C2C=CC=C1[SiH3])C#C 4,6-Disilylethynyldibenzofuran